FC=1C=C2C(=C(NC2=CC1)C=O)C=1N=NN(C1)CC1CCN(CC1)CCNS(=O)(=O)C1=CC=C(C=C1)CC(C)C N-(2-(4-((4-(5-fluoro-2-formyl-1H-indol-3-yl)-1H-1,2,3-triazol-1-yl)methyl)piperidin-1-yl)ethyl)-4-isobutylbenzenesulfonamide